4-fluoro-7-methyl-N-((1R,3S)-3-(pyrimidin-4-yl)cyclohexyl)-1H-indole FC1=C2C=CN(C2=C(C=C1)C)[C@H]1C[C@H](CCC1)C1=NC=NC=C1